Cl.CN(C=1SC=2N=C(SC2N1)C1=NC=C(N=C1)C=1C=NNC1)[C@@H]1C[C@H](NCC1)C N-Methyl-N-[(2R,4S)-2-methylpiperidin-4-yl]-5-[5-(1H-pyrazol-4-yl)pyrazin-2-yl][1,3]thiazolo[5,4-d][1,3]thiazol-2-amin Hydrochlorid